BrC1=CC=C(C=C1)N1N=C(C(=C1)C)C1SCCCS1 1-(4-bromophenyl)-3-(1,3-dithian-2-yl)-4-methyl-1H-pyrazole